1-methyl-4-(4-(5-methylbenzo[d]oxazol-2-yl)piperidin-1-yl)-2-oxo-1,2-dihydroquinoline-6-carbonitrile CN1C(C=C(C2=CC(=CC=C12)C#N)N1CCC(CC1)C=1OC2=C(N1)C=C(C=C2)C)=O